COC(=O)N1CC2(CC2CC1)C1=NC2=CC(=NC=C2C=C1)C#N 1-(7-cyano-1,6-naphthyridin-2-yl)-3-azabicyclo[4.1.0]heptane-3-carboxylic acid methyl ester